C(#N)[C@@H](C[C@H]1C(NCC1)=O)NC(=O)[C@@H]1N([C@H]2CC([C@@H]1CC2)(F)F)C(C(F)(F)C2=CC(=CC(=C2)Cl)Cl)=O (1R,3R,4R)-N-[(1R)-1-cyano-2-[(3S)-2-oxopyrrolidin-3-yl]ethyl]-2-[2-(3,5-dichlorophenyl)-2,2-difluoro-acetyl]-5,5-difluoro-2-azabicyclo[2.2.2]octane-3-carboxamide